C(C1=CC=CC=C1)N(C=1C=C(C(=NC1OC)CC=O)F)CC1=CC=CC=C1 2-[5-(dibenzylamino)-3-fluoro-6-methoxy-2-pyridinyl]acetaldehyde